tert-butyl (tert-butoxycarbonyl)(2-chloro-3-((3,5-dimethyl-4-oxo-3,4-dihydroquinazolin-6-yl)oxy)-4-fluorophenyl)carbamate C(C)(C)(C)OC(=O)N(C(OC(C)(C)C)=O)C1=C(C(=C(C=C1)F)OC=1C(=C2C(N(C=NC2=CC1)C)=O)C)Cl